C1(=CC=C(C=C1)[N+]#[C-])[N+]#[C-] 1,4-Phenylene diisocyanide